2-(2-(2-aminoethoxy)ethoxy)-2-((2-(2,6-dioxopiperidin-3-yl)-1,3-dioxoisoindolin-4-yl)oxy)acetamide NCCOCCOC(C(=O)N)OC1=C2C(N(C(C2=CC=C1)=O)C1C(NC(CC1)=O)=O)=O